3-[5-(difluoromethyl)-1,3,4-oxadiazol-2-yl]-6-fluoro-1-methyl-N-(1-methylcyclopropyl)-2-oxo-benzimidazole-5-sulfonamide FC(C1=NN=C(O1)N1C(N(C2=C1C=C(C(=C2)F)S(=O)(=O)NC2(CC2)C)C)=O)F